2-(N-[4-amino-5-[4-[2-oxo-2-(1-phenylethylamino)ethoxy]benzoyl]thiazol-2-yl]-4-fluoro-anilino)propanamide NC=1N=C(SC1C(C1=CC=C(C=C1)OCC(NC(C)C1=CC=CC=C1)=O)=O)N(C1=CC=C(C=C1)F)C(C(=O)N)C